CN1N=CC(=C1)C(N1C=2N(C3=CC=C(C=C3C1=O)S(=O)(=O)NC1(CC1)C)[C@H](CN2)C#CC2=NN(N=C2)C)([2H])[2H] (S)-4-((1-methyl-1H-pyrazol-4-yl)methyl-d2)-1-((2-methyl-2H-1,2,3-triazol-4-yl)ethynyl)-N-(1-methylcyclopropyl)-5-oxo-1,2,4,5-tetrahydroimidazo[1,2-a]quinazoline-7-sulfonamide